(3S)-3-[(8-carbamoyl-6-{4-[(4-fluorotetrahydropyran-4-yl)methyl]phenyl}pyrido[3,2-d]pyrimidin-4-yl)amino]piperidine-1-carboxylic acid tert-butyl ester C(C)(C)(C)OC(=O)N1C[C@H](CCC1)NC=1C2=C(N=CN1)C(=CC(=N2)C2=CC=C(C=C2)CC2(CCOCC2)F)C(N)=O